tert-butyl (5-((6-methoxypyridin-2-yl)carbamoyl)pyridin-2-yl)carbamate COC1=CC=CC(=N1)NC(=O)C=1C=CC(=NC1)NC(OC(C)(C)C)=O